ClC1=C(C=C(C=C1)Cl)C12CN(CC2C1)C(=O)C1=CN(C2=C1C(N(C=C2C)C)=O)C 3-((1-(2,5-dichlorophenyl)-3-azabicyclo[3.1.0]hex-3-yl)carbonyl)-1,5,7-trimethyl-1,5-dihydro-4H-pyrrolo[3,2-c]pyridin-4-one